2-[[6-(6-cyano-3-pyridyl)-3-morpholinosulfonyl-4-quinolyl]amino]benzoic acid C(#N)C1=CC=C(C=N1)C=1C=C2C(=C(C=NC2=CC1)S(=O)(=O)N1CCOCC1)NC1=C(C(=O)O)C=CC=C1